O[C@@H]([C@@H](C(=O)O)NC([C@H](C)NC(CN1CCOCC1)=O)=O)C1=CC=C(C=C1)OC (2S,3R)-3-hydroxy-3-(4-methoxyphenyl)-2-((S)-2-(2-morpholinoacetamido)propanamido)propanoic acid